BrCC1=C(C(=NN1C1CC2(CN(C2)C(=O)OCCCC)C1)C=1C=NC=CC1)I butyl 6-(5-(bromomethyl)-4-iodo-3-(pyridin-3-yl)-1H-pyrazol-1-yl)-2-azaspiro[3.3]heptane-2-carboxylate